3-((9H-fluoren-9-yl)methyl) 4-(tert-butyl) (S)-1,2,3-oxathiazinane-3,4-dicarboxylate 2,2-dioxide O1S(N([C@@H](CC1)C(=O)OC(C)(C)C)C(=O)OCC1C2=CC=CC=C2C=2C=CC=CC12)(=O)=O